NC=1N=NC(=CC1C=1C=NN(C1)C1CCC(CC1)C=O)C1=C(C=CC=C1)O (1r,4r)-4-(4-(3-amino-6-(2-hydroxyphenyl)pyridazin-4-yl)-1H-pyrazol-1-yl)cyclohexane-1-carbaldehyde